amino-pyrazolinone NN1NC=CC1=O